2-(4-iodo-3,5-dimethoxyphenyl)-N-(2-methoxybenzyl)ethan-1-amine IC1=C(C=C(C=C1OC)CCNCC1=C(C=CC=C1)OC)OC